Trifluoromethanesulfonic acid 6-bromo-1-methyl-2-oxo-1,2-dihydro-1,5-naphthyridin-4-yl ester BrC=1N=C2C(=CC(N(C2=CC1)C)=O)OS(=O)(=O)C(F)(F)F